benzo[cd]indolium tetrafluoroborate F[B-](F)(F)F.[NH+]1=CC2=C3C(C=CC=C13)=CC=C2